(R)-2-((4-(3-(Aminomethyl)pyrrolidin-1-yl)pyrimidin-5-yl)oxy)-N-ethyl-5-fluoro-N-Isopropylbenzamide NC[C@@H]1CN(CC1)C1=NC=NC=C1OC1=C(C(=O)N(C(C)C)CC)C=C(C=C1)F